perfluorophenyl 5-((S)-fluoro((S)-(((S)-1-oxo-1-propoxypropan-2-yl)amino)(phenoxy) phosphoryl)methyl)benzo[b]thiophene-2-carboxylate F[C@H](C1=CC2=C(SC(=C2)C(=O)OC2=C(C(=C(C(=C2F)F)F)F)F)C=C1)[P@](=O)(OC1=CC=CC=C1)N[C@H](C(OCCC)=O)C